tris(pyrrolidinyl)phosphorane N1(CCCC1)[PH2](N1CCCC1)N1CCCC1